2,5-dioxopyrrolidin-1-yl isobutyrate C(C(C)C)(=O)ON1C(CCC1=O)=O